N,N'-Dimethylarginine CNC(=NC)NCCC[C@@H](C(=O)O)N